4-Bromobenzo[d]isoxazol-3-amine BrC1=CC=CC2=C1C(=NO2)N